tert-butyl 4-[4-[(3-methyl-4-[[1,2,4]triazolo[1,5-a]pyridin-7-yloxy]phenyl)amino]pyrido[3,2-d]pyrimidin-6-yl]-2,3,6,7-tetrahydroazepine-1-carboxylate CC=1C=C(C=CC1OC1=CC=2N(C=C1)N=CN2)NC=2C1=C(N=CN2)C=CC(=N1)C=1CCN(CCC1)C(=O)OC(C)(C)C